C1(CC1)COC=1C=CC(=NC1)NC([C@H](C)N1C[C@@H](C(CC1)(F)F)C1=CN(C(C=C1)=O)C)=O (S)-N-(5-(cyclopropylmethoxy)pyridin-2-yl)-2-((S)-4,4-difluoro-3-(1-methyl-6-oxo-1,6-dihydropyridin-3-yl)piperidin-1-yl)propanamide